OC1CC2C3CC=CC3C1C2 9-hydroxytricyclo[5.2.1.02,6]dec-3-ene